p-fluorobenzyl-homocysteine FC1=CC=C(CN[C@@H](CCS)C(=O)O)C=C1